ClC=1C(=CC(=C(C=O)C1)OCCCN(C)C)OCC1=C(C(=CC=C1)C1=CC2=C(OCCO2)C=C1)C 5-chloro-4-((3-(2,3-dihydrobenzo[b][1,4]dioxin-6-yl)-2-methylbenzyl)oxy)-2-(3-(dimethylamino)propoxy)benzaldehyde